O[C@@H]1CC[C@@]2([C@H]3CC[C@@]4([C@H](CC[C@H]4[C@@H]3CC[C@@H]2C1)[C@@H](CCC(=O)N[C@H](C(=O)O)CC1=CC=C(C=C1)O)C)C)C (S)-2-((R)-4-((3R,5R,8R,9S,10S,13R,14S,17R)-3-hydroxy-10,13-dimethyl-hexadecahydro-1H-cyclopenta[a]phenanthren-17-yl)pentanamido)-3-(4-hydroxyphenyl)propanoic acid